FC1=C(CNC2=NC(=NC=C2C(=O)N)NC=2C=NN(C2)CCN(C)C)C(=CC=C1)Cl 4-((2-fluoro-6-chlorobenzyl)amino)-2-((1-(2-(dimethylamino)ethyl)-1H-pyrazol-4-yl)amino)pyrimidin-5-carboxamide